(3-aminopyridin-2-yl)phosphonic acid NC=1C(=NC=CC1)P(O)(O)=O